C(C)(C)(C)OC(=O)N1CCC(CC1)(F)CN1CCN(CC1)C(=O)OCC1=CC=CC=C1 benzyl 4-{[1-(tert-butoxycarbonyl)-4-fluoropiperidin-4-yl]methyl}piperazine-1-carboxylate